CC(C(=O)OC1=CC=C(C(=O)C2=CC=C(C=C2)OC(C(C)(C)C)=O)C=C1)(C)C 4,4'-bis(trimethylacetoxy)benzophenone